methyl (R)-2-(6-bromo-4-fluoro-1-isopropyl-1H-benzo[d]imidazol-2-yl)pyrrolidine-1-carboxylate BrC=1C=C(C2=C(N(C(=N2)[C@@H]2N(CCC2)C(=O)OC)C(C)C)C1)F